3-[3-[3-(trifluoromethyl)phenyl]-1,2-oxazol-5-yl]butanamide FC(C=1C=C(C=CC1)C1=NOC(=C1)C(CC(=O)N)C)(F)F